N-(4-(7-oxo-7,8-dihydro-1,8-naphthyridin-4-yl)phenyl)sulfamide O=C1C=CC=2C(=CC=NC2N1)C1=CC=C(C=C1)NS(=O)(=O)N